1-tert-butoxycarbonyl-3-(aminomethyl)azetidine C(C)(C)(C)OC(=O)N1CC(C1)CN